N-{[(4R)-4-cyclopropyl-2,5-dioxoimidazolidin-4-yl]methyl}-4-fluoro-4'-methyl[biphenyl]-2-carboxamide C1(CC1)[C@@]1(NC(NC1=O)=O)CNC(=O)C=1C(=CC=C(C1)F)C1=CC=C(C=C1)C